C[C@]12[C@@H]3CC[C@@H]4[C@H]([C@@]3([C@@H](C[C@@H]1C([C@H](C[C@@H]2O)O)(C)C)O)C(=O)C4=C)O The molecule is an ent-kaurane diterpenoid isolated from Isodon henryi and has been shown to exhibit cytotoxic activity. It has a role as a metabolite and an antineoplastic agent. It is an ent-kaurane diterpenoid, a tetracyclic diterpenoid, a cyclic ketone, a secondary alcohol and a bridged compound.